COC1=CC=C(C=C1)CCCNC1=CN=C(N(C1=O)CC(=O)O)C1=CC=CC=C1 (5-((3-(4-methoxyphenyl)propyl)amino)-6-oxo-2-phenylpyrimidin-1(6H)-yl)acetic acid